NC1=CC=C(C(=N1)C)CNC(=O)[C@@H]1CCC=2N1C(C(=CN2)NCC2=CC(=CC(=C2)C)C#N)=O (S)-N-((6-amino-2-methylpyridin-3-yl)methyl)-3-((3-cyano-5-methylbenzyl)amino)-4-oxo-4,6,7,8-tetrahydropyrrolo[1,2-a]pyrimidine-6-carboxamide